(2R)-N-((S or R)-(3-chloro-2,4-difluorophenyl)(2-(difluoromethoxy)thiazol-5-yl)methyl)-2-methyl-3-oxopiperazine-1-carboxamide ClC=1C(=C(C=CC1F)[C@H](NC(=O)N1[C@@H](C(NCC1)=O)C)C1=CN=C(S1)OC(F)F)F |o1:8|